C(=O)(OC(C)(C)C)N[C@@H](CC1=C(C=CC=C1)C#N)C(=O)O Boc-2-cyano-L-phenylalanine